COC=1C=C(C(=O)N2CCC(CC2)C2=C(C=C(N=N2)N)C)C=CC1OC=1C=NC(=CC1)OC 6-(1-{3-Methoxy-4-[(6-methoxypyridin-3-yl)oxy]benzoyl}piperidin-4-yl)-5-methylpyridazin-3-amine